CC(C[SiH3])(C)C trimethyl-silylethane